2-(2-Biphenyl-4-ylmethyl-3-{hydroxy-[1-(1-isobutyryloxy-ethoxycarbonylamino)-ethyl]-phosphinoyl}-propionylamino)-propionic acid benzyl ester C(C1=CC=CC=C1)OC(C(C)NC(C(CP(=O)(C(C)NC(=O)OC(C)OC(C(C)C)=O)O)CC1=CC=C(C=C1)C1=CC=CC=C1)=O)=O